NC1=NN2C(C=C(C=C2)C=2C=C(C(=NC2)OC)C(=O)NCC2=C(C=CC=C2)OC2CCOCC2)=N1 5-{2-amino-[1,2,4]triazolo[1,5-a]pyridin-7-yl}-2-methoxy-N-{[2-(oxan-4-yloxy)phenyl]methyl}pyridine-3-carboxamide